7-chloro-3-iodo-1-methyl-1H-pyrazolo[3,4-c]pyridine ClC=1N=CC=C2C1N(N=C2I)C